Tert-butyl (S)-4-(7-(8-chloronaphthalen-1-yl)-2-(methylthio)-5,6,7,8-tetrahydropyrido[3,4-d]pyrimidin-4-yl)-2-(cyanomethyl)-piperazine-1-formate ClC=1C=CC=C2C=CC=C(C12)N1CC=2N=C(N=C(C2CC1)N1C[C@@H](N(CC1)C(=O)OC(C)(C)C)CC#N)SC